N1=CC=C2C1=CC=1C=CC=CC12 indenopyrrol